C(#N)C1=C(C=CC=C1)NNC(=O)C1(CCCCC1)NC(=O)C=1C(=NN(C1)C)C(F)F N-(1-(2-(2-cyanophenyl)hydrazine-1-carbonyl)cyclohexyl)-3-(difluoromethyl)-1-methyl-1H-pyrazole-4-carboxamide